4-((3-(4-(((3R,4S)-3-fluoro-1-methylpiperidin-4-yl)amino)-1-(2,2,2-trifluoroethyl)-1H-indol-2-yl)prop-2-yn-1-yl)amino)-N-isopropyl-3-methoxybenzamide F[C@@H]1CN(CC[C@@H]1NC1=C2C=C(N(C2=CC=C1)CC(F)(F)F)C#CCNC1=C(C=C(C(=O)NC(C)C)C=C1)OC)C